(R)-6-fluoro-N-methyl-5-(4-((4-methyl-5-oxo-5,6-dihydro-4H-[1,2,3]triazolo[1,5,4-de]quinoxalin-8-yl)methyl)piperazin-1-yl)pyridine FC1=C(C=CCN1C)N1CCN(CC1)CC=1C=C2C=3N([C@@H](C(NC3C1)=O)C)N=N2